C(C)(C)(C)OC(=O)N1CC([C@@H](CC1)CC(=O)O)(F)F [(4S)-1-(tert-butoxycarbonyl)-3,3-difluoropiperidin-4-yl]acetic acid